(3aR,6R,6aR)-6-(((tert-Butyldimethylsilyl)oxy)methyl)-4-(2,4-dichloropyrrolo[2,1-f][1,2,4]triazin-7-yl)-2,2-dimethyltetrahydrofuro[3,4-d][1,3]dioxol-4-ol [Si](C)(C)(C(C)(C)C)OC[C@H]1OC([C@H]2[C@@H]1OC(O2)(C)C)(O)C2=CC=C1C(=NC(=NN12)Cl)Cl